O=C1NC(CCC1C=1OC2=C(N1)C=CC(=C2)C(=O)O)=O 2-(2,6-dioxopiperidin-3-yl)-1,3-benzoxazole-6-carboxylic acid